N-((R)-1-(((S)-4-amino-3,4-dioxo-1-((S)-2-oxopyrrolidin-3-yl)butan-2-yl)amino)-4-methyl-1-oxopentan-2-yl)-9-hydroxy-9H-fluorene-9-carboxamide NC(C([C@H](C[C@H]1C(NCC1)=O)NC([C@@H](CC(C)C)NC(=O)C1(C2=CC=CC=C2C=2C=CC=CC12)O)=O)=O)=O